6-ethyl-3-hexoxyethylene oxide C(C)CCCC(CC)OC1CO1